(+/-)-2-[4-(2-amino-6-methyl-pyrimidin-4-yl)-1,4-oxazepan-3-yl]benzonitrile NC1=NC(=CC(=N1)N1[C@@H](COCCC1)C1=C(C#N)C=CC=C1)C |r|